C(C=C)(=O)NC=1C=C(C=CC1)NC1=NC(=NC=N1)NC1=CC=C(C(=O)NC2=NC=CC=C2)C=C1 4-((4-((3-acrylamidophenyl)amino)-1,3,5-triazin-2-yl)amino)-N-(pyridin-2-yl)benzamide